2,3-dimethyl-pyridine-2,3-diamine CC1(N=CC=CC1(N)C)N